C12=CC3CC(CC(C1)C3)N2 9-azaadamantaneN